C(C)N(C=1C2=C(N=CN1)N(C=C2)CCC)/N=C/C=2C=CC1=C(COB1O)C2 N-Ethyl-N-[(E)-(1-Hydroxy-3H-2,1-benzoxaborol-5-yl)methylenamino]-7-propyl-pyrrolo[2,3-d]pyrimidin-4-amin